NCCN1[C@H]2CN(C[C@@H]1CC2)C2=NC(=NC1=C(C(=CC=C21)C2=CC(=CC1=CC=CC=C21)O)F)OCC21CCCN1CCC2 4-(4-((1R,5S)-8-(2-aminoethyl)-3,8-diazabicyclo[3.2.1]octan-3-yl)-8-fluoro-2-((tetrahydro-1H-pyrrolizin-7a(5H)-yl)methoxy)quinazolin-7-yl)naphthalen-2-ol